6-[But-3-enyl(methyl)amino]-3-(tert-butoxycarbonylamino)-5-methylsulfonyl-pyridine-2-carboxylic acid C(CC=C)N(C1=C(C=C(C(=N1)C(=O)O)NC(=O)OC(C)(C)C)S(=O)(=O)C)C